C(C(=C)C)(=O)OCCC[Si](OCCOC)(OCCOC)OCCOC methacryloxypropyltris(2-methoxyethoxy)silane